1-((6-(1H-1,2,3-triazol-1-yl)pyridazin-3-yl)methyl)-4-(3-fluorobicyclo[1.1.1]pentan-1-yl)-1,4-dihydropyrazine-2,3-dione N1(N=NC=C1)C1=CC=C(N=N1)CN1C(C(N(C=C1)C12CC(C1)(C2)F)=O)=O